COC1=C2C(=NC=C1)N=C(N2)CC#N 2-(7-methoxy-1H-imidazo[4,5-b]pyridine-2-yl)acetonitrile